NCCC=1C=NC(=NC1)C1=C(C=C(C#N)C=C1)OC=1N(N=C(C1)N(C)CCF)C 4-[5-(2-aminoethyl)pyrimidin-2-yl]-3-[5-[2-fluoroethyl(methyl)amino]-2-methylpyrazol-3-yl]oxybenzonitrile